C(#N)C=1C=C(C=CC1)NC=1N=C(N=NC1C(=O)N)NC=1C=C2CCN(CC2=CC1OC)C ((3-cyanophenyl)amino)-3-((7-methoxy-2-methyl-1,2,3,4-tetrahydroisoquinolin-6-yl)amino)-1,2,4-triazine-6-carboxamide